{(S)-15-[(E)-3-(5-Chloro-2-tetrazol-1-yl-phenyl)-acryloylamino]-11-methyl-9-oxo-8,17,19-triaza-tricyclo[14.2.1.02,7]nonadeca-1(18),2,4,6,16(19)-pentaen-5-yl}-carbamic Acid methyl ester COC(NC1=CC=C2C3=CNC(C(CCC[C@@H](CC(NC2=C1)=O)C)NC(\C=C\C1=C(C=CC(=C1)Cl)N1N=NN=C1)=O)=N3)=O